methyl cis-2-((4'-methoxybiphenyl-3-yl)methyl)-3-((methylsulfonyl)amino)piperidine-1-carboxylate COC1=CC=C(C=C1)C1=CC(=CC=C1)C[C@@H]1N(CCC[C@@H]1NS(=O)(=O)C)C(=O)OC